methyl-tris(2-hydroxyethyl)ammonium hydroxide [OH-].C[N+](CCO)(CCO)CCO